FC1(CC2(C1)C[C@@H](N(CC2)CC2=C1C=CNC1=C(C=C2OC)C)C2=CC=C(C=C2)CS(=O)(=O)C)F (R)-2,2-difluoro-7-((5-methoxy-7-methyl-1H-indol-4-yl)methyl)-6-(4-((methylsulfonyl)methyl)phenyl)-7-azaspiro[3.5]nonane